(R)-3-(4-(1-(5-((6,7-difluoro-4-(methylsulfonyl)-1H-indol-5-yl)oxy)-2-fluorophenyl)-1H-pyrazol-3-yl)-4-methylchroman-8-yl)propanoic acid FC1=C(C(=C2C=CNC2=C1F)S(=O)(=O)C)OC=1C=CC(=C(C1)N1N=C(C=C1)[C@@]1(CCOC2=C(C=CC=C12)CCC(=O)O)C)F